COC=1C(=C2C=CNC2=C(C1)C)CN1[C@H](C[C@H](CC1)N1N=CC(=C1)C(F)(F)F)C1=CC=C(C(=O)O)C=C1 4-((2r,4s)-1-((5-methoxy-7-methyl-1H-indol-4-yl)methyl)-4-(4-(trifluoromethyl)-1H-pyrazol-1-yl)piperidin-2-yl)benzoic acid